tert-butyl 3-[tert-butyl(dimethyl)silyl]oxy-5-[7-chloro-6-[[4-methyl-6-(methylamino)pyrimidin-2-yl]amino]chroman-8-yl]-2,3,4,7-tetrahydroazepine-1-carboxylate [Si](C)(C)(C(C)(C)C)OC1CN(CC=C(C1)C=1C(=C(C=C2CCCOC12)NC1=NC(=CC(=N1)C)NC)Cl)C(=O)OC(C)(C)C